tetrahydrofuran-3,4-diyl (2R,2'R)-bis(2-methoxypropanoate) CO[C@@H](C(=O)OC1COCC1OC(C(C)OC)=O)C